(S)-(8-methylisochroman-1-yl)-methanamine CC=1C=CC=C2CCO[C@@H](C12)CN